ClC1=CC(=C2C[C@@H]([C@H](C2=C1)OC1=C(C=CC=C1)C)N(C)C)C 4-[[(1S,2S)-6-Chloro-2-(dimethyl-amino)-4-methyl-2,3-dihydro-1H-inden-1-yl]oxy]-3-methyl-benzene